(1s,4s)-4-(4-amino-3-(4-((5-fluoro-2-methoxybenzoylamino)methyl)phenyl)-1H-pyrazolo[3,4-d]pyrimidin-1-yl)cyclohexane-1-carboxylic acid ethyl ester C(C)OC(=O)C1CCC(CC1)N1N=C(C=2C1=NC=NC2N)C2=CC=C(C=C2)CNC(C2=C(C=CC(=C2)F)OC)=O